(S)-2-amino-2-benzyl-3-hydroxypropanoic acid N[C@](C(=O)O)(CO)CC1=CC=CC=C1